methyl 4-((2R,3R,4S,5S)-4-(aminomethyl)-4-(4-chloro-2-fluorophenyl)-3-(4-chlorophenyl)-5-Neopentylpyrrolidine-2-carboxamido)-3-methoxybenzoate NC[C@]1([C@H]([C@@H](N[C@H]1CC(C)(C)C)C(=O)NC1=C(C=C(C(=O)OC)C=C1)OC)C1=CC=C(C=C1)Cl)C1=C(C=C(C=C1)Cl)F